2,2''-diamino-[1,1':2',1'']terphenyl NC1=C(C=CC=C1)C=1C(=CC=CC1)C1=C(C=CC=C1)N